[C@H](C)(CC)N(C(/C=C/C(=O)OCC)=O)C1=CC(=C(C=C1)F)Cl Ethyl (S,E)-4-(sec-butyl (3-chloro-4-fluorophenyl) amino)-4-oxobut-2-enoate